[O-2].[Mn+2].[Y+3] yttrium-manganese oxide